C(CCCCCCCCCCC)SCCCCCCCCCCCC di(dodecyl) sulfide